Lithium Lanthanum Zirconium Tantalum [Ta].[Zr].[La].[Li]